3-(sec-butyl)-8-fluoro-4-(2-hydroxyacetyl)-1,3,4,5-tetrahydro-2H-benzo[1,4]diazepin-2-one C(C)(CC)C1C(NC2=C(CN1C(CO)=O)C=CC(=C2)F)=O